O=C1C(=CNC(=C1)C(F)(F)F)[C@H]1CN2[C@H](CO1)CN(CC2)C(=O)C=2C(=C(C=C(C2)F)C=2C=C(NC2)C#N)Cl 4-[3-[(3S,9aS)-3-[4-oxo-6-(trifluoromethyl)-1H-pyridin-3-yl]-3,4,6,7,9,9a-hexahydro-1H-pyrazino[2,1-c][1,4]oxazine-8-carbonyl]-2-chloro-5-fluorophenyl]-1H-pyrrole-2-carbonitrile